M-Chlorophenylpropionitrile ClC=1C=C(C=CC1)C(C#N)C